1-(4,4-difluorocyclohexyl)-6-(((5-(trifluoromethyl)benzo[d]oxazol-2-yl)methyl)thio)-1,5-dihydro-4H-pyrazolo[3,4-d]pyrimidin-4-one FC1(CCC(CC1)N1N=CC2=C1N=C(NC2=O)SCC=2OC1=C(N2)C=C(C=C1)C(F)(F)F)F